C(#N)C1=CC(=C(COC2=CC=CC(=N2)N2CCC(CC2)=CC2=NC3=C(N2C[C@H]2OCC2)C=C(C=C3)C(=O)O)C=C1)F (S)-2-((1-(6-((4-cyano-2-fluorobenzyl)oxy)pyridin-2-yl)piperidin-4-ylidene)methyl)-1-(oxetan-2-ylmethyl)-1H-benzo[d]imidazole-6-carboxylic acid